[Ni].NC1=CC=C(C=C1)C(CO)O 2-(4-aminophenyl)ethylene glycol nickel